3-propyl-1,2-oxazol C(CC)C1=NOC=C1